1-(5-(Difluoromethoxy)-2-fluorophenyl)-3-isopropyl-N-(3-methyl-1,1-dioxidothietan-3-yl)-2-oxo-2,3-dihydro-1H-benzo[d]imidazole-5-carboxamide FC(OC=1C=CC(=C(C1)N1C(N(C2=C1C=CC(=C2)C(=O)NC2(CS(C2)(=O)=O)C)C(C)C)=O)F)F